(S)-6-((1-amino-1-oxopropan-2-yl)amino)-2-(1-(4-(trifluoromethyl)phenyl)-2,3,4,5-tetrahydro-1H-benzo[e][1,4]diazepin-7-yl)pyrimidine-4-carboxamide NC([C@H](C)NC1=CC(=NC(=N1)C1=CC2=C(N(CCNC2)C2=CC=C(C=C2)C(F)(F)F)C=C1)C(=O)N)=O